C(#N)C(C(=O)OCC(COC(C(=C(C1=CC=CC=C1)C1=CC=CC=C1)C#N)=O)(COC(C(=C(C1=CC=CC=C1)C1=CC=CC=C1)C#N)=O)COC(C(=C(C1=CC=CC=C1)C1=CC=CC=C1)C#N)=O)=C(C1=CC=CC=C1)C1=CC=CC=C1 pentaerythritol tetra(2-cyano-3,3-diphenylacrylate)